2-(3-(3-(9,9-Dimethyl-9H-fluoren-4-yl)-5,6-diphenylpyrazin-2-yl)phenyl)-4,6-diphenylpyrimidine CC1(C2=CC=CC=C2C=2C(=CC=CC12)C=1C(=NC(=C(N1)C1=CC=CC=C1)C1=CC=CC=C1)C=1C=C(C=CC1)C1=NC(=CC(=N1)C1=CC=CC=C1)C1=CC=CC=C1)C